CCCCCC(CC(C)=O)=O nonane-6,8-dione